4-amino-5-[2-(difluoromethoxy)pyrimidin-5-yl]-7-{(1S)-1-[1-(2-fluorophenyl)-1H-1,2,3-triazol-4-yl]propyl}-7H-pyrrolo[2,3-d]pyrimidine-6-carbonitrile NC=1C2=C(N=CN1)N(C(=C2C=2C=NC(=NC2)OC(F)F)C#N)[C@@H](CC)C=2N=NN(C2)C2=C(C=CC=C2)F